Tert-butyl (E)-3-(2-((tert-butoxycarbonyl)amino)-3-((2-(((4-(3,5-dimethoxy styryl)phenoxy)carbonyl)oxy)ethyl)amino)-3-oxopropyl)-1H-indole-1-carboxylate C(C)(C)(C)OC(=O)NC(CC1=CN(C2=CC=CC=C12)C(=O)OC(C)(C)C)C(=O)NCCOC(=O)OC1=CC=C(C=C1)\C=C\C1=CC(=CC(=C1)OC)OC